Tert-butyl 9-bromo-4,5-dihydro-1H-benzo[c]azepine-2(3H)-carboxylate BrC1=CC=CC2=C1CN(CCC2)C(=O)OC(C)(C)C